CC1(OC[C@H](O1)CC(CO)CO)C (R)-2-((2,2-dimethyl-1,3-dioxolan-4-yl)methyl)propane-1,3-diol